Cl.N1(CCNCC1)C1=NC=NC=C1 4-(piperazin-1-yl)pyrimidine hydrochloride